ClC1=C(C=CC(=C1)[N+](=O)[O-])S(=O)C 2-Chloro-1-methanesulfinyl-4-nitrobenzene